4-[4-Ethyl-6-[[(3R)-1-ethyl-3-piperidyl]amino]pyridazin-3-yl]-3-hydroxy-benzonitrile C(C)C1=C(N=NC(=C1)N[C@H]1CN(CCC1)CC)C1=C(C=C(C#N)C=C1)O